ClC1=CC=C2C(=N1)C(=CN2)NC2=NC1=C(N2)C=C(C=C1C)C N-(5-Chloro-1H-pyrrolo[3,2-b]pyridin-3-yl)-4,6-dimethyl-1H-benzo[d]imidazol-2-amine